FC1=C(CC2=NC3=C(N2C[C@H]2OCC2)C=C(C=C3)C(=O)O)C=C(C(=C1)C1=NC(=CC=C1)OCC1=CN=CN1C)F (S)-2-(2,5-difluoro-4-(6-((1-methyl-1H-imidazol-5-yl)methoxy)pyridin-2-yl)benzyl)-1-(oxetan-2-ylmethyl)-1H-benzo[d]imidazole-6-carboxylic acid